BrC=1C=C2C(=NC1)C(=NN2C)N 6-bromo-1-methyl-1H-pyrazolo[4,3-b]Pyridin-3-amine